p-methyl-aminophenol sulphate S(=O)(=O)(O)OC1=C(C=C(C=C1)C)N